(5R)-3-(3,5-difluorophenyl)-N-[cis-5-(dimethylcarbamoyl)tetrahydrofuran-3-yl]-5-methyl-4H-isoxazole-5-carboxamide FC=1C=C(C=C(C1)F)C1=NO[C@](C1)(C(=O)N[C@@H]1CO[C@@H](C1)C(N(C)C)=O)C